P(=O)(OC[C@H]1O[C@@H](C[C@@H]1OP(=O)([O-])OCCCC)N1C(N=C(C=C1)N)=O)(OCCCC)[O-].[K+].[K+] |&1:6| potassium ((2R,3S,SR)-5-(4-amino-2-oxopyrimidin-1(2H)-yl)-3-((butoxyoxidophosphoryl)oxy)tetrahydrofuran-2-yl)methyl butyl phosphate